N-[(S)-1-(4-Chlorophenyl)-ethyl]-3-[3-(4-trifluoromethoxybenzyl)-3H-imidazo[4,5-b]pyridin-2-yl]-propionamid ClC1=CC=C(C=C1)[C@H](C)NC(CCC1=NC=2C(=NC=CC2)N1CC1=CC=C(C=C1)OC(F)(F)F)=O